C1(=CC=CC=C1)C1CC(C2=CC(=CC=C12)COC1=CC2=C(C=N1)[C@H]1[C@@H](C2)[C@@H]1C(=O)O)C1=C(C=CC=C1)C(F)(F)F (5aR,6S,6aS)-3-((1-phenyl-3-(2-(trifluoromethyl)phenyl)-2,3-dihydro-1H-inden-5-yl)methoxy)-5,5a,6,6a-tetrahydrocyclopropa[4,5]cyclopenta[1,2-c]pyridine-6-carboxylic acid